Ethyl 4-methyl-2-(3-(3-(5-methyl-1,2,4-oxadiazol-3-yl)benzamido)propanamido)thiazole-5-carboxylate CC=1N=C(SC1C(=O)OCC)NC(CCNC(C1=CC(=CC=C1)C1=NOC(=N1)C)=O)=O